(2R,3S,4R,5R)-5-(4-((S)-2-amino-3-(4-fluorophenyl)propanamido)pyrrolo[2,1-f][1,2,4]triazin-7-yl)-5-cyano-4-hydroxy-2-(hydroxymethyl)tetrahydrofuran-3-yl 2-(1-aminocyclohexyl)acetate NC1(CCCCC1)CC(=O)O[C@@H]1[C@H](O[C@@]([C@@H]1O)(C#N)C1=CC=C2C(=NC=NN21)NC([C@H](CC2=CC=C(C=C2)F)N)=O)CO